3-((3-exo)-3-((1-methyl-7-((5-methyl-1H-pyrazol-3-yl)amino)-2-carbonyl-1,2-dihydro-1,6-naphthyridin-5-yl)amino)-8-azabicyclo[3.2.1]octan-8-yl)propionitrile CN1C(C=CC2=C(N=C(C=C12)NC1=NNC(=C1)C)NC1CC2CCC(C1)N2CCC#N)=C=O